P(=O)(O)(O)[O-].[NH4+].[La] lanthanum ammonium dihydrogen phosphate